(2-((S)-1-hydroxyethyl)-4-methyloxazol-5-yl)((R)-4-(4-methylpyrazolo[1,5-a]pyridin-2-yl)-6,7-dihydro-1H-imidazo[4,5-c]pyridin-5(4H)-yl)methanone O[C@@H](C)C=1OC(=C(N1)C)C(=O)N1[C@H](C2=C(CC1)NC=N2)C2=NN1C(C(=CC=C1)C)=C2